P(=O)(OCC(C)Cl)(OCC(C)Cl)OCC(C)Cl tris(2-chloropropyl) phosphate